BrC1=CC=C(C=C1)C1(CSC1)C(=O)OCC ethyl 3-(4-bromophenyl)thietane-3-carboxylate